2-oxo-2-[rac-(2R,6R)-2-methyl-6-phenyl-1-piperidyl]acetamide O=C(C(=O)N)N1[C@@H](CCC[C@@H]1C1=CC=CC=C1)C |r|